CC1(CCC(=O)C(=O)C1)C 5,5-dimethylcyclohexanedione